N-methyl-2-(4-nitro-[1,1'-biphenyl]-3-yl)acetamide CNC(CC=1C=C(C=CC1[N+](=O)[O-])C1=CC=CC=C1)=O